(l)-N-glycolylneuraminic acid C(CO)(=O)N[C@@H]1[C@H](CC(C(O)=O)(O)O[C@@H]1[C@H](O)[C@H](O)CO)O